5-bromo-3-(2-methoxypyrimidin-5-yl)-1H-pyrazolo[3,4-b]pyridine BrC=1C=C2C(=NC1)NN=C2C=2C=NC(=NC2)OC